(S)-1-(2-((2-((3-chloro-2-fluorobenzyl)amino)-2-oxoethyl)(1-hydroxypropan-2-yl)amino)-2-oxoethyl)-1H-indazole-3-carboxamide ClC=1C(=C(CNC(CN(C(CN2N=C(C3=CC=CC=C23)C(=O)N)=O)[C@H](CO)C)=O)C=CC1)F